(S)-4-(2-(1-Ethyl-3-(trifluoromethyl)-1H-pyrazol-4-yl)phenyl)-6-((E)-3-((S)-piperidin-2-yl)acryloyl)-4,5,6,7-tetrahydrothieno[2,3-c]pyridine-2-carbonitrile C(C)N1N=C(C(=C1)C1=C(C=CC=C1)[C@H]1C2=C(CN(C1)C(\C=C\[C@H]1NCCCC1)=O)SC(=C2)C#N)C(F)(F)F